tert-butyl 8-(3-(tert-butoxycarbonyl)-1H-pyrazole-1-carbonyl)-2,8-diazaspiro[4.5]decane-2-carboxylate C(C)(C)(C)OC(=O)C1=NN(C=C1)C(=O)N1CCC2(CCN(C2)C(=O)OC(C)(C)C)CC1